3-(benzyloxy)-1-ethyl-2-(hydroxymethyl)-6-methylpyridin-4(1H)-one C(C1=CC=CC=C1)OC1=C(N(C(=CC1=O)C)CC)CO